COCCNCCOC di-(methoxyethyl)amine